CS(=O)(=O)OCC(COS(=O)(=O)C)OC1CCC(CC1)N1N=C2C=C(C(=CC2=C1)[N+](=O)[O-])OCC1CC1 2-(((1r,4r)-4-(6-(cyclopropylmethoxy)-5-nitro-2H-indazol-2-yl)cyclohexyl)oxy)propane-1,3-diyl dimethanesulfonate